5-chloro-2-[(3,3,4-trimethylpiperazin-1-yl)methyl]-7,8-dihydro-6H-spiro[[1,3]oxazolo[5,4-f]quinazoline-9,1'-cyclohexan]-7-one ClC=1C=C2C(=C3C1NC(NC31CCCCC1)=O)OC(=N2)CN2CC(N(CC2)C)(C)C